4-{3-(2,6-Dimethyl-phenyl)-7-[3-hydroxymethyl-4-(4-methyl-piperazin-1-yl)-phenylamino]-2-oxo-3,4-dihydro-2H-pyrimido[4,5-d]pyrimidin-1-yl}-butyric acid CC1=C(C(=CC=C1)C)N1C(N(C2=NC(=NC=C2C1)NC1=CC(=C(C=C1)N1CCN(CC1)C)CO)CCCC(=O)O)=O